C(C(=O)O)(=O)O.N1=CN=C2NC=NC2=C1N1C[C@@H](CCC1)NC(C=C)=O (R)-N-(1-(9H-purin-6-yl)piperidin-3-yl)acrylamide oxalate